5-tert-butyl-7-(3,3-difluoropyrrolidin-1-yl)-3-{[2-(isothiocyanatomethyl)phenyl]methyl}-3H-[1,2,3]triazolo[4,5-d]pyrimidine C(C)(C)(C)C=1N=C(C2=C(N1)N(N=N2)CC2=C(C=CC=C2)CN=C=S)N2CC(CC2)(F)F